((R)-pyrrolidin-3-yl)(3-(5-(trifluoromethyl)pyrimidin-2-yl)-3,8-diazabicyclo[3.2.1]octane-8-yl)methanone hydrochloride Cl.N1C[C@@H](CC1)C(=O)N1C2CN(CC1CC2)C2=NC=C(C=N2)C(F)(F)F